FC1(CC(C1)N1N=C(C=C1C)NC(C1=C(C=C(C=C1)I)N1CCC2(CC2)CC1)=O)F N-(1-(3,3-difluorocyclobutyl)-5-methyl-1H-pyrazol-3-yl)-4-iodo-2-(6-azaspiro[2.5]octan-6-yl)benzamide